sodium bis(fluoro) borate B(OF)(OF)[O-].[Na+]